N-quinolin-3-yl-3-chloro-2-fluoro-benzamide N1=CC(=CC2=CC=CC=C12)NC(C1=C(C(=CC=C1)Cl)F)=O